CC(=CCC=1C(=C(C(=O)N(C)CCOC)C(=CC1O)CCCCC)O)CCC=C(C)C 3-(3,7-dimethylocta-2,6-dien-1-yl)-2,4-dihydroxy-N-(2-methoxyethyl)-N-methyl-6-pentylbenzamide